ONC(=N)C1=CC=C(C=C1)CO N-hydroxy-4-(hydroxymethyl)benzenecarboximidamide